C(C)(C)(C)OC(=O)N1CCC(CC1)C=1C=C2C(=C(N(C2=CC1)C(=O)OC(C)(C)C)C1=CN(C(C(=C1)CC)=O)C)C(C)C tert-butyl 5-(1-(tert-butoxycarbonyl) piperidin-4-yl)-2-(5-ethyl-1-methyl-6-oxo-1,6-dihydropyridin-3-yl)-3-isopropyl-1H-indole-1-carboxylate